5-chloro-2-methylphenylsulfanyl isothiocyanate ClC=1C=CC(=C(C1)SN=C=S)C